(E)-4-{tert-butoxycarbonyl-[4-(3-chloro-10,11-dihydro-5H-dibenzo[b,f]azepin-5-yl)butylamino]}-N-isopropoxy-but-2-enamide C(C)(C)(C)OC(=O)N(C/C=C/C(=O)NOC(C)C)CCCCN1C2=C(CCC3=C1C=CC=C3)C=CC(=C2)Cl